l-histidyl-l-lysine N[C@@H](CC1=CNC=N1)C(=O)N[C@@H](CCCCN)C(=O)O